NC1=NC=CC(=N1)C(C)NC(C1=C(C=CC(=C1)NC(C(C)C)=O)OCC)=O N-(1-(2-aminopyrimidin-4-yl)ethyl)-2-ethoxy-5-isobutyrylaminobenzamide